CC(C[C@@H](CC1=NC(=NO1)C)NC(OC(C)(C)C)=O)C tert-butyl (S)-(4-methyl-1-(3-methyl-1,2,4-oxadiazol-5-yl)pentan-2-yl)carbamate